BrC=1C(=C(C=CC1)NC=1C2=C(N=C(N1)C(F)F)C=C(C=N2)CN2C[C@@H](CC2)O)C (R)-1-((4-((3-bromo-2-methylphenyl)amino)-2-(difluoromethyl)pyrido[3,2-d]pyrimidin-7-yl)methyl)pyrrolidin-3-ol